perfluoro-n-pentyl-carboxylic acid FC(C(C(C(C(F)(F)F)(F)F)(F)F)(F)F)(C(=O)O)F